4-(3-(3-methoxy-1H-indazol-5-yl)imidazo[1,2-b]pyridazin-6-yl)-2,2-dimethylmorpholine COC1=NNC2=CC=C(C=C12)C1=CN=C2N1N=C(C=C2)N2CC(OCC2)(C)C